3-chloro-7-(((3aR,4S,5aR,8aR)-4-methoxy-2,2-dimethylhexahydrocyclopenta[2,3]furo[3,4-d][1,3]dioxol-6-yl)methyl)quinolin-2-amine ClC=1C(=NC2=CC(=CC=C2C1)CC1CC[C@]23OC(O[C@H]2[C@H](O[C@@H]31)OC)(C)C)N